NC=1C=CC(=C(C#N)C1)N1CCN(CC1)S(=O)(=O)C 5-amino-2-(4-(methylsulfonyl)piperazin-1-yl)benzonitrile